NCC1=CC(=C(C=C1)NC(=O)C1=CC2=C(OCCC3=C2SC=C3)C=C1C=1C(=NC(=CC1)C(NCCC)=O)C(=O)OC)CC(NCC=1C=NC=CC1)=O methyl 3-(9-((4-(aminomethyl)-2-(2-oxo-2-((pyridin-3-ylmethyl)amino)ethyl)phenyl)carbamoyl)-4,5-dihydrobenzo[b]thieno[2,3-d]oxepin-8-yl)-6-(propylcarbamoyl)picolinate